The molecule is a pentacarboxylic acid anion. It is a conjugate base of a pentetate(1-). It is a conjugate acid of a pentetate(3-). C(CN(CC(=O)O)CC(=O)[O-])N(CCN(CC(=O)O)CC(=O)[O-])CC(=O)O